5-(1H-PYRAZOL-3-YL)PYRIDINE-3-CARBOXAMIDE N1N=C(C=C1)C=1C=C(C=NC1)C(=O)N